ClC1=CC=C(C(=N1)C(=O)O)N[C@H](C)C=1C=C(C=C2C(C(=C(OC12)C1=CC(=NC=C1)OC)C)=O)C (R)-6-chloro-3-((1-(2-(2-methoxypyridin-4-yl)-3,6-dimethyl-4-oxo-4H-chromen-8-yl)ethyl)amino)picolinic acid